4-methoxy-3,5-lutidine COC1=C(C=NC=C1C)C